6-bromo-8-chloroimidazo[1,5-a]pyridine-3-carboxylic acid methyl ester COC(=O)C1=NC=C2N1C=C(C=C2Cl)Br